C(C)(C)(C)OC(=O)N1CCC(CC1)C1=CC2=C(C=C1)C1=C(C(N(C1)C1C(NC(CC1)=O)=O)=O)O2 4-(2-(2,6-dioxopiperidin-3-yl)-3-oxo-2,3-dihydro-1H-benzofuro[2,3-c]pyrrol-6-yl)piperidine-1-carboxylic acid tert-butyl ester